3,7-dimethyl-6-((7-methyl-[1,2,4]triazolo[1,5-a]pyridin-6-yl)amino)-1-(tetrahydro-2H-pyran-4-yl)-1,3-dihydro-2H-imidazo[4,5-c]pyridin-2-one CN1C(N(C2=C1C=NC(=C2C)NC=2C(=CC=1N(C2)N=CN1)C)C1CCOCC1)=O